6-(3,4-dihydro-2H-benzo[b][1,4]oxazin-6-yl)-5-methyl-2,3-diphenylpyrazolo[1,5-a]pyrimidin-7(4H)-one O1C2=C(NCC1)C=C(C=C2)C2=C(NC=1N(C2=O)N=C(C1C1=CC=CC=C1)C1=CC=CC=C1)C